CC1(C2=CC=CC=C2N(C=2C=CC=CC12)C1=CC=C(N=N1)C=1C=C(C=CC1)O)C 3-(6-(9,9-dimethylacridin-10(9H)-yl)pyridazin-3-yl)phenol